N1=C(C=CC=C1)N1N=NC2=C1C=CC=C2 1-(pyridin-2-yl)-1H-benzo[d][1,2,3]triazole